N-[4-(4-{[(3R)-4,4-difluoro-1-methylpyrrolidin-3-yl]oxy}-3-methyl-1H-pyrazolo[3,4-d]pyrimidin-6-yl)phenyl]-4-(trifluoromethyl)pyridine-2-sulfonamide FC1([C@@H](CN(C1)C)OC1=C2C(=NC(=N1)C1=CC=C(C=C1)NS(=O)(=O)C1=NC=CC(=C1)C(F)(F)F)NN=C2C)F